(7E)-7,9-decadienoic acid butyl ester C(CCC)OC(CCCCC\C=C\C=C)=O